NC[C@H](CC1=C(C(=C(C(=O)N)C=C1)F)Cl)N(C)C (S)-4-(3-amino-2-(dimethylamino)propyl)-3-chloro-2-fluorobenzamide